5,6-difluoro-N-(2-fluoro-4-methoxyphenethyl)-N-(prop-2-yn-1-yl)benzo[d]thiazol-2-amine FC=1C(=CC2=C(N=C(S2)N(CC#C)CCC2=C(C=C(C=C2)OC)F)C1)F